[N+](=O)([O-])C=1C=C(C=CC1NCC1CCNC1)S(=O)(=O)N 3-nitro-4-[(pyrrolidin-4-ylmethyl)amino]Benzenesulfonamide